OC1=C(C=C(C=C1)CCCCCCOC(C(=C)C)=O)N1N=C2C(=N1)C=CC=C2 2-[2'-hydroxy-5'-(methacryloyloxyhexyl)phenyl]-2H-benzotriazole